ClC1=NC=C(C(=N1)C1=CC=C2CNC(C2=C1)=O)Cl 6-(2,5-dichloropyrimidin-4-yl)-2,3-dihydro-1H-isoindol-1-one